4-(3,3-dimethylpiperazin-1-yl)-N-(7-methoxy-2-methyl-2H-pyrazolo[3,4-c]pyridin-5-yl)-2,3-dihydro-1H-pyrrolo[2,3-b]pyridine-1-carboxamide formate C(=O)O.CC1(CN(CCN1)C1=C2C(=NC=C1)N(CC2)C(=O)NC2=CC=1C(C(=N2)OC)=NN(C1)C)C